2-(4-(2-(2-chloro-5-cyanophenyl)-5,7-difluoro-4-oxo-1,4-dihydroquinolin-6-yl)phenyl)acetic acid ClC1=C(C=C(C=C1)C#N)C=1NC2=CC(=C(C(=C2C(C1)=O)F)C1=CC=C(C=C1)CC(=O)O)F